Pyridine-2,4-dicarboxylic acid amide N1=C(C=C(C=C1)C(=O)O)C(=O)N